(9-(2-formyl-4-nitrophenyl)-3,9-diazaspiro[5.5]undecan-3-yl)carboxylic acid tert-butyl ester C(C)(C)(C)OC(=O)N1CCC2(CC1)CCN(CC2)C2=C(C=C(C=C2)[N+](=O)[O-])C=O